3-(6-(4-methylpiperazin-1-yl)-1H-benzimidazol-2-yl)-1H-indazol-5-amine CN1CCN(CC1)C=1C=CC2=C(NC(=N2)C2=NNC3=CC=C(C=C23)N)C1